CC1=CC=C(C=C1)S(=O)(=O)OCC12OCC(N(C1)C(=O)OC(C)(C)C)C2 tert-Butyl 1-({[(4-methylphenyl)sulfonyl]oxy}methyl)-2-oxa-5-azabicyclo[2.2.1]heptane-5-carboxylate